FC1=CC=C(C=C1)C1=C(NN=N1)C1=CC=NC=C1 4-[5-(4-fluorophenyl)-3H-1,2,3-triazol-4-yl]pyridine